methyl 4-amino-1-(oxazolidin-4-yl)-6-oxo-1,6-dihydropyridine-3-carboxylate NC=1C(=CN(C(C1)=O)C1NCOC1)C(=O)OC